C(C)N1CCC(CC1)C=1C=CC(=NC1)C1=NNC(=C1C(C)C)C=1C=C(C=2N(C1)N=CN2)C 6-(3-(5-(1-ethylpiperidin-4-yl)pyridin-2-yl)-4-isopropyl-1H-pyrazol-5-yl)-8-methyl-[1,2,4]triazolo[1,5-a]pyridine